[Co+2].ClC=1C=C2C(=C(C=NC2=CC1)C1(CCCC1)O)C(C)C 1-(6-chloro-4-isopropylquinolin-3-yl)cyclopentan-1-ol cobalt (II)